3-(4-(3-(Pyridin-2-yl)pyrrolidin-1-yl)pyrimidin-2-yl)-6-(trifluoromethyl)imidazo[1,2-a]pyrazine N1=C(C=CC=C1)C1CN(CC1)C1=NC(=NC=C1)C1=CN=C2N1C=C(N=C2)C(F)(F)F